OC=1C=C(C=CC1O)C1OC2=CC(=CC(=C2C(C1)=O)O)O 2-(3,4-dihydroxyphenyl)-5,7-dihydroxychroman-4-one